COC=1C=CC=C2C(C(N(C12)C)=O)=O 7-Methoxy-1-methyl-indole-2,3-dione